N1=C2C=CC=CC2=C2C=CC=3C(C=C4C=CC5=CC=CC6=C7C(C3C4=C65)=C6N=C5C=CC=CC5=C6C=C7)=C12 biscarbazolopyrene